C(O[C@@H]1CC[C@H](CC1)C(N(C[C@@H]1CC[C@H](CC1)C1=CC(=C(C=C1)OC)C)C1=CC(=CC=C1)C=1C=NN(C1)C1CC1)=O)(OC)=O trans-4-((3-(1-Cyclopropyl-1H-pyrazol-4-yl)phenyl)((trans-4-(4-methoxy-3-methylphenyl)cyclohexyl)methyl)-carbamoyl)cyclohexyl methyl carbonate